OC1(CC1)CNC(C)=O N-((1-hydroxycyclopropyl)methyl)acetamide